CN1N=CC(=C1)C=1N=C(C=2N(C1)N=CC2C(F)(F)F)O[C@H]2CCN(CCC2)C(C=C)=O 1-[(4R)-4-[6-(1-methylpyrazol-4-yl)-3-(trifluoromethyl)pyrazolo[1,5-a]pyrazin-4-yl]oxyazepan-1-yl]prop-2-en-1-one